(4-methyl-2-thienyl)-[2-(2-pyridyl)-7,8-dihydro-5H-pyrido[4,3-d]pyrimidin-6-yl]methanone CC=1C=C(SC1)C(=O)N1CC2=C(N=C(N=C2)C2=NC=CC=C2)CC1